C(C)(C)(C)N1N=C(C=C1NC(OCC1=CC=CC=C1)=O)C1CC(CC1)(OC)OC benzyl (1-(tert-butyl)-3-(3,3-dimethoxycyclopentyl)-1H-pyrazol-5-yl)carbamate